ClC1=C(C(=O)N2COC3=C(C2)C=CC=C3C3=CC(=C(C(=O)O)C=C3F)N3CCOCC3)C(=CC(=C1)N1C(CCC1)=O)Cl 4-[3-[2,6-Dichloro-4-(2-oxopyrrolidin-1-yl)benzoyl]-2,4-dihydro-1,3-benzoxazin-8-yl]-5-fluoro-2-morpholin-4-ylbenzoic acid